CC1=CC(=NC=C1C)N 4,5-dimethylpyridin-2-amine